CC(C)=CCC\C(\C)=C/C\C=C(/C)\C=C Z,E-alpha-farnesene